OC(CC(=O)OC1(CCC(CC1)C(C)C)C)C 1-menthyl 3-hydroxybutyrate